O1C(=CC=C1)C=1NC(C2=C(NC(C21)=O)C=2OC=CC2)=O 3,6-di-2-furyl-2,5-dihydropyrrolo[3,4-c]pyrrole-1,4-Dione